(S)-4-amino-4-(3-fluorophenyl)butan-1-ol N[C@@H](CCCO)C1=CC(=CC=C1)F